BrCCC1(CC1)C(F)(F)F 1-(2-bromoethyl)-1-(trifluoromethyl)cyclopropane